N[C@@H](CCCNC(N)=N)C(=O)NCC(=O)N[C@@H](CC(=O)O)C(=O)O ARGINYLGLYCYLASPARTIC ACID